N-(4-([1,2,4]triazolo[1,5-a]pyridin-7-ylmethyl)-3-methylphenyl)-6-chloropyrido[3,2-d]pyrimidin-4-amine N=1C=NN2C1C=C(C=C2)CC2=C(C=C(C=C2)NC=2C1=C(N=CN2)C=CC(=N1)Cl)C